4-(3-((2-((3-methyl-1-(1-methylpyrrolidin-3-yl)-1H-pyrazol-4-yl)amino)-5-(trifluoromethyl)pyrimidin-4-yl)amino)propyl)-1,4-oxazepan-5-one CC1=NN(C=C1NC1=NC=C(C(=N1)NCCCN1CCOCCC1=O)C(F)(F)F)C1CN(CC1)C